N1C(N=CC=C1)C(=O)OC(C)(C)C Tert-butyl pyrimidine-2(1H)-carboxylate